4,4-Dinonyl-2,2'-bipyridine C(CCCCCCCC)C1(CC(=NC=C1)C1=NC=CC=C1)CCCCCCCCC